ClC1=C(C=CC=2OC=CN2)C=CC(=C1)F 2-(2-chloro-4-fluorostyryl)oxazole